(7-(4-((4-(1H-pyrazol-4-yl)phenyl)amino)-5-fluoropyrimidin-2-yl)-3,4-dihydroisoquinolin-2(1H)-yl)(3,3-difluoro-1-methylcyclobutyl)methanone N1N=CC(=C1)C1=CC=C(C=C1)NC1=NC(=NC=C1F)C1=CC=C2CCN(CC2=C1)C(=O)C1(CC(C1)(F)F)C